FC=1C(=C(C(=CC1)O)C1=CC(=C(C(=C1)C)F)CCC(=O)[O-])C 3-{3',4-difluoro-6'-hydroxy-2',5-dimethyl-[1,1'-biphenyl]-3-yl}propanoate